O1CCC(=CC1)C=1SC2=C(N1)C=C(C=C2)C2N(C[C@H](CC2)C)C(=O)OC(C)(C)C tert-butyl (5S)-2-[2-(3,6-dihydro-2H-pyran-4-yl)-1,3-benzothiazol-5-yl]-5-methyl-piperidine-1-carboxylate